C(#N)C=1C2=C(SC1NC(C1=C(C=NC=C1)O)=O)CCCC2 N-(3-cyano-4,5,6,7-tetrahydrobenzo[b]thiophen-2-yl)-3-hydroxyisonicotinamide